C(C)C(CC)NC=1C=C(C=2N(N1)C(=NN2)C(C)C)NC2CCC1=CC=CC=C21 N6-(1-ethylpropyl)-N8-indan-1-yl-3-isopropyl-[1,2,4]triazolo[4,3-b]pyridazine-6,8-diamine